C(C)(C)(C)OC(=O)N1[C@@H](CC=CC1)C1=CC=CC=C1 (S)-2-phenyl-3,6-dihydropyridine-1(2H)-carboxylic acid tert-butyl ester